4-(benzyloxy)-N-[5-(2,6-dichlorophenyl)-1-trityl-1H-indazol-3-yl]cyclohexanecarboxamide C(C1=CC=CC=C1)OC1CCC(CC1)C(=O)NC1=NN(C2=CC=C(C=C12)C1=C(C=CC=C1Cl)Cl)C(C1=CC=CC=C1)(C1=CC=CC=C1)C1=CC=CC=C1